3-(5-((4-benzhydryl-2,6-dimethylpiperazin-1-yl)methyl)-4-fluoro-1-oxoisoindolin-2-yl)piperidine-2,6-dione C(C1=CC=CC=C1)(C1=CC=CC=C1)N1CC(N(C(C1)C)CC=1C(=C2CN(C(C2=CC1)=O)C1C(NC(CC1)=O)=O)F)C